FC1=C(C(=CC2=CC=C(C=C12)C=1CN(CC1)S(=O)(=O)C1=COC=C1)O)N1CC(NS1(=O)=O)=O 5-{1-fluoro-7-[1-(furan-3-sulfonyl)-2,5-dihydro-1H-pyrrol-3-yl]-3-hydroxynaphthalen-2-yl}-1λ6,2,5-thiadiazolidine-1,1,3-trione